2-amino-3-methyl-N-((1S)-1-((3R)-tetrahydro-3-furanyl)ethyl)-N-((5-(trifluoromethyl)-2-pyridinyl)methyl)-6-quinolinecarboxamide NC1=NC2=CC=C(C=C2C=C1C)C(=O)N(CC1=NC=C(C=C1)C(F)(F)F)[C@@H](C)[C@@H]1COCC1